ClC1=NC(=NC=C1C=O)SC 4-chloro-2-(methylthio)pyrimidine-5-formaldehyde